5-chloro-2-(difluoromethoxy)pyridin-3-ylcarbamic acid tert-butyl ester C(C)(C)(C)OC(NC=1C(=NC=C(C1)Cl)OC(F)F)=O